O\N=C/1\CC2CCC(CC1)N2C(=O)OC(C)(C)C Tert-butyl (E)-3-(hydroxyimino)-9-azabicyclo[4.2.1]nonane-9-carboxylate